ClC1=C(CNC(=O)[C@@]2(C=3C=CC=NC3[C@H](CC2)O)F)C=CC(=C1)Cl (5R,8S)-N-(2,4-dichlorobenzyl)-5-fluoro-8-hydroxy-5,6,7,8-tetrahydroquinoline-5-carboxamide